(S)-2-(2,3-Dihydro-1H-inden-2-carboxamido)-N1-(1-(2-(2-adamantylamino)-2-oxoethyl)-2-oxo-1,2-dihydropyridin-3-yl)-N6-methyl-5-oxohexandiamid C1C(CC2=CC=CC=C12)C(=O)N[C@H](C(=O)NC=1C(N(C=CC1)CC(=O)NC1C2CC3CC(CC1C3)C2)=O)CCC(C(=O)NC)=O